CC1(C(=O)OC1)C dimethylpropionlactone